OC1CCN(CC1)C=1C=CC(=NC1)NC=1C=CC(=C2CNC(C12)=O)C=1C=NN2C1N=CC=C2 7-[[5-(4-hydroxy-1-piperidyl)-2-pyridyl]amino]-4-pyrazolo[1,5-a]pyrimidin-3-yl-isoindolin-1-one